butylenediamine hydroiodide I.C(CCCN)N